FC(C(=O)O)(F)F.CNC=1C(=NC=CN1)NCCCN(CCCCCCCC(=O)OC(CCCCCCCC)CCCCCCCC)CCCCCCCC(OC(CC)CCCCCCCC)=O heptadecan-9-yl 8-((3-((3-(methylamino)pyrazin-2-yl)amino)propyl)(8-oxo-8-(undecan-3-yloxy)octyl)amino)octanoate trifluoroacetate salt